COC1=C2C(C=CC(C2=C(C=C1)OC)=O)=O 5,8-dimethoxy-1,4-naphthoquinone